CO[Si](CCCNCCNCCC[Si](OC)(OC)OC)(OC)OC N,N'-bis[3-(trimethoxysilyl)propyl]Ethylenediamine